(E)-N-tert-butoxycarbonyl-N',N''-dibenzyloxycarbonyl-L-arginine-4-oxo-4-phenyl-2-buten-2-yl ester O=C(C=C(C)OC([C@@H](NC(=O)OC(C)(C)C)CCCN(\C(\NC(=O)OCC1=CC=CC=C1)=N\[H])C(=O)OCC1=CC=CC=C1)=O)C1=CC=CC=C1